CC1=CC(=CC=C1)NC2=CC=CC=C2 3-methyldiphenylamine